C(C(=C)C)(=O)OCC(O)CO Glyceryl monomethacrylate